5-(lithiosulfo)isophthalic acid [Li]OS(=O)(=O)C=1C=C(C=C(C(=O)O)C1)C(=O)O